C(=O)C1=C(C=CC=C1)S(=O)(=O)O formylbenzenesulfonic acid